NCC=1C=C2CN(C(C2=CC1)=O)C1C(NC(C(C1)([2H])[2H])=O)=O 3-(5-(aminomethyl)-1-oxoisoindolin-2-yl)piperidine-2,6-dione-5,5-d2